lithium 5-((4-(tert-butoxycarbonyl)-4-azaspiro[2.5]octan-7-yl)(methyl)amino)pyrazine-2-carboxylate C(C)(C)(C)OC(=O)N1C2(CC2)CC(CC1)N(C=1N=CC(=NC1)C(=O)[O-])C.[Li+]